CC1CC2N(C(C1)C2)C(=O)NC2=CC(=C(C=C2)C)C2=NC=CC=N2 cis-3-methyl-N-(4-methyl-3-pyrimidin-2-ylphenyl)-6-azabicyclo[3.1.1]heptane-6-carboxamide